4-(5-Phenyl-1,3,4-oxadiazole-2-carbonyl)piperidine-1-carboxylic acid tert-butyl ester C(C)(C)(C)OC(=O)N1CCC(CC1)C(=O)C=1OC(=NN1)C1=CC=CC=C1